N-Boc-4-(4-piperidinyl)butanoic acid C(=O)(OC(C)(C)C)N1CCC(CC1)CCCC(=O)O